(2S)-N-[(2S)-1-[(5R,8S)-8-cyano-4-oxo-2-phenyl-1,3,7-triazaspiro[4.4]non-1-en-7-yl]-4-methyl-1-oxopentan-2-yl]-N-methyl-2-(2,2,2-trifluoroacetamido)propanamide C(#N)[C@H]1N(C[C@@]2(C(NC(=N2)C2=CC=CC=C2)=O)C1)C([C@H](CC(C)C)N(C([C@H](C)NC(C(F)(F)F)=O)=O)C)=O